2-methyl-N1-(2-methyl-1-piperidinyl-2-propyl)-1,2-propanediamine CC(CNC(CN1CCCCC1)(C)C)(C)N